C(C)(C)(C)OC(=O)N1CCN(CC1)CC1=CC=C(C=C1)C=1C=C2C(N(CC2=C(C1)F)C(C(=O)OCC)C1=C2N(C=N1)CCC2)=O 4-[[4-[2-[1-(6,7-dihydro-5H-pyrrolo[1,2-c]imidazol-1-yl)-2-ethoxy-2-oxo-ethyl]-7-fluoro-3-oxo-isoindolin-5-yl]phenyl]methyl]piperazine-1-carboxylic acid tert-butyl ester